lead selenium telluride [Se]=[Te].[Pb]